FC=1C=2[C@](C3=C(NC2N=CC1C(F)(F)F)CC(CC3=O)(C)C)(C3=CC=CC=C3)C (S)-4-fluoro-5,8,8-trimethyl-5-phenyl-3-(trifluoromethyl)-7,8,9,10-tetrahydrobenzo[b][1,8]naphthyridin-6(5H)-one